COCC1=C(C(=CC(=C1)CC)COC)O 2,6-bis(methoxymethyl)-4-ethylphenol